N-(5-cyano-4-(3,6-dihydro-2H-thiopyran-4-yl)pyridin-2-yl)-7-formyl-6-((4-methyl-2-oxopiperazin-1-yl)methyl)-3,4-dihydro-1,8-naphthyridine-1(2H)-carboxamide C(#N)C=1C(=CC(=NC1)NC(=O)N1CCCC2=CC(=C(N=C12)C=O)CN1C(CN(CC1)C)=O)C=1CCSCC1